7-(1-ethoxyvinyl)-6-fluoro-1-(3-fluoro-5-methoxyphenyl)-2-methylquinolin-4(1H)-one C(C)OC(=C)C1=C(C=C2C(C=C(N(C2=C1)C1=CC(=CC(=C1)OC)F)C)=O)F